(Mercaptomethyl)-3,6,9-Trithiaundecanedithiol SCC(CSCCSCCSCC)(S)S